BrC(CCCCCCC)([2H])[2H] 1-bromooctane-1,1-d2